[C@@H]1(CC[C@@H](C)O1)N1C(=O)NC(=O)C(C)=C1 di-deoxythymidine